Dibenzyl 2,6-dicyclopropyl-4-(7-(methoxycarbonyl)benzo[b]thiophen-3-yl)-1,4-dihydropyridin-3,5-dicarboxylat C1(CC1)C=1NC(=C(C(C1C(=O)OCC1=CC=CC=C1)C=1C2=C(SC1)C(=CC=C2)C(=O)OC)C(=O)OCC2=CC=CC=C2)C2CC2